OC(C(C(=O)O)=O)(C)C 3-hydroxy-3-methyl-2-oxobutanoic acid